FC=1C=C(C=CC1C)C(=O)N1CC2=C(N=C(N=C2)C2=NC=CC=C2)CC1 (3-fluoro-4-methyl-phenyl)-[2-(2-pyridyl)-7,8-dihydro-5H-pyrido[4,3-d]pyrimidin-6-yl]methanone